CNS(=O)(=O)C1=CC(=C(C=C1)NC1=CC=C(C=C1)S(F)(F)(F)(F)F)C=1N=CN(C1)C N-methyl-3-(1-methyl-1H-imidazol-4-yl)-4-((4-(Pentafluoro-λ6-sulfanyl)phenyl)amino)benzenesulfonamide